ClC=1C=C(C=C(C1)F)NC(=O)C1CCC2(CNC2)CC1 N-(3-chloro-5-fluoro-phenyl)-2-azaspiro[3.5]nonane-7-carboxamide